methyl 4-methoxy-2-(5-(trifluoromethyl)pyridin-2-yl)quinoline-7-carboxylate COC1=CC(=NC2=CC(=CC=C12)C(=O)OC)C1=NC=C(C=C1)C(F)(F)F